C1(C(C1)C1=CC(=C(C=C1F)N1C(C=CC2=CC(=CC=C12)S(=O)(=O)N(C1=NOC=C1)CC1=C(C=C(C=C1)OC)OC)=O)OC)C1CC1 (P)-1-(4-([1,1'-bi(cyclopropan)]-2-yl)-5-fluoro-2-methoxyphenyl)-N-(2,4-dimethoxybenzyl)-N-(isoxazol-3-yl)-2-oxo-1,2-dihydroquinoline-6-sulfonamide